C1(=CC=CC2=CC=CC=C12)NC(CC(=O)OCC)=O ethyl 3-(naphthalen-1-ylamino)-3-oxopropanoate